((2-(2-(2-Chlorophenyl)-4,5,6,7-tetrahydro-1H-benzo[d]imidazol-6-yl)isoindolin-5-yl)oxy)ethan-1-ol ClC1=C(C=CC=C1)C1=NC2=C(N1)CC(CC2)N2CC1=CC=C(C=C1C2)OC(C)O